C(C)(C)(C)OC(NC1=C2C=NC(=NC2=C(C=C1)C=1C=NC=CC1C)NC1=CC(=C(C=C1)C1CCOCC1)CN(C)C)=O (2-((3-((Dimethylamino)methyl)-4-(tetrahydro-2H-pyran-4-yl)phenyl)amino)-8-(4-methylpyridin-3-yl)quinazolin-5-yl)carbamic acid tert-butyl ester